FC(C1=C(C=CC=C1)SCC1CCN(CC1)C(=O)OC(C)(C)C)F tert-Butyl 4-(((2-(difluoromethyl)phenyl)thio)methyl)piperidine-1-carboxylate